N=C(NCCC[C@@H](N)C(=O)O)NC N5-[imino(methylamino)methyl]-D-ornithine